2-(4-aminophenyl)-3-(3,5-dihydroxylphenyl)propenoic acid NC1=CC=C(C=C1)C(C(=O)O)=CC1=CC(=CC(=C1)O)O